Cl.O1C(=CC=C1)C=1SC2=C(N1)C=CC(=C2)N 2-(furan-2-yl)benzo[d]thiazol-6-amine hydrochloride